1-acetyl-5-amino-2-oxoindol C(C)(=O)N1C(CC2=CC(=CC=C12)N)=O